OC1=C(C=C(C=C1)/C=C/C(=O)C1=CC=C(OCC#N)C=C1)[N+](=O)[O-] 2-[4-[(E)-3-(4-Hydroxy-3-nitrophenyl)prop-2-enoyl]phenoxy]acetonitrile